4-(1-methylcyclopropyl)benzonitrile CC1(CC1)C1=CC=C(C#N)C=C1